ClC1=C(C(=C(N)C=C1)C)C(F)(F)F 4-chloro-2-methyl-3-(trifluoromethyl)aniline